ClC1=CC(=C(C=C1OCC=1OC(=NN1)C1=CC=C(C=C1)C)N1C(C=2CCCCC2C1=O)=O)F 2-(4-chloro-2-fluoro-5-((5-(4-tolyl)-1,3,4-oxadiazol-2-yl)methoxy)phenyl)-4,5,6,7-tetrahydro-1H-isoindole-1,3(2H)-dione